(4-Fluorophenyl)-1-(4-(2-hydroxy-3-(4-phenyl-1-piperazinyl)propoxy)phenyl)-2-propen-1-one FC1=CC=C(C=C1)C(C(=O)C1=CC=C(C=C1)OCC(CN1CCN(CC1)C1=CC=CC=C1)O)=C